CC1(N(CC1)C(=O)C1=CN(C2=C1C(N(C=C2C)C)=O)C)C 3-((2,2-dimethylazetidin-1-yl)carbonyl)-1,5,7-trimethyl-1,5-dihydro-4H-pyrrolo[3,2-c]pyridin-4-one